aluminum-zinc silicon [Si].[Zn].[Al]